NC1=C(C(=O)NCC)C=C(C=N1)Br 2-Amino-5-bromo-N-ethylnicotinamide